ClC1=CC(=CC=2N=C(OC21)C)N 7-chloro-2-methyl-1,3-benzoxazol-5-amine